C(CCC)N(C(=O)NC=1C=CC(=C(C(=O)N)C1)F)C1CCN(CC1)CC1=CC=C(C=C1)OC1=CC=C(C=C1)NS(=O)(=O)C 5-[({butyl[1-(4-{4-[(methylsulfonyl)amino]phenoxy}benzyl)piperidin-4-yl]amino}carbonyl)amino]-2-fluorobenzamide